NCCN1C(N(CC1)C(=O)NC(C(=O)N[C@@H]1B(OC2=C(C1)C=CC=C2C(=O)O)O)C2=CC=C(C=C2)P(=O)(O)O)=O (3R)-3-(2-(3-(2-aminoethyl)-2-oxoimidazolidine-1-carboxamido)-2-(4-phosphonophenyl)acetamido)-2-hydroxy-3,4-dihydro-2H-benzo[e][1,2]oxaborinine-8-carboxylic acid